N-(2-CHLORO-6-METHYLPHENYL)-2-((6-(4-(3-(2-(4-(2,4-DIOXO-3,4-DIHYDROPYRIMIDIN-1(2H)-YL)PHENOXY)ACETAMIDO)PROPYL)PIPERAZIN-1-YL)-2-METHYLPYRIMIDIN-4-YL)AMINO)THIAZOLE-5-CARBOXAMIDE ClC1=C(C(=CC=C1)C)NC(=O)C1=CN=C(S1)NC1=NC(=NC(=C1)N1CCN(CC1)CCCNC(COC1=CC=C(C=C1)N1C(NC(C=C1)=O)=O)=O)C